O=C1NC(CCC1C1=CC=C(C=C1)C1CCN(CC1)C(=O)OC(C)(C)C)=O tert-butyl 4-[4-(2,6-dioxo-3-piperidyl)phenyl]piperidine-1-carboxylate